1-[(1S,3S)-3-butyl-6-methoxy-1-{4-[(pyridin-3-yl)amino]phenyl}-1,2,3,4-tetrahydroisoquinolin-2-yl]prop-2-yn-1-one C(CCC)[C@@H]1N([C@H](C2=CC=C(C=C2C1)OC)C1=CC=C(C=C1)NC=1C=NC=CC1)C(C#C)=O